NC1=C(C(=NN1[C@H](C(F)(F)F)C)C1=CC=C(C=C1)CNC(C1=C(C=CC(=C1)F)OC)=O)C(=O)N (s)-5-amino-3-(4-((5-fluoro-2-methoxybenzamido)methyl)phenyl)-1-(1,1,1-trifluoropropan-2-yl)-1H-pyrazole-4-carboxamide